C1(=CC=CC=C1)C(C)NCC(C)N N1-(1-phenylethyl)propane-1,2-diamine